ClC=1C(=C(CN2CCC(CC2)(C(=O)O)CC2=NC(=NC(=C2F)C(C)C)NC2=NNC(=C2)C)C=CC1)F 1-(3-chloro-2-fluorobenzyl)-4-((5-fluoro-6-isopropyl-2-((5-methyl-1H-pyrazol-3-yl)amino)pyrimidin-4-yl)methyl)piperidine-4-carboxylic acid